1-((1R,3R)-3-(benzyloxy)cyclobutyl)-5-chloro-4-nitro-1H-pyrazole C(C1=CC=CC=C1)OC1CC(C1)N1N=CC(=C1Cl)[N+](=O)[O-]